COC([C@@H](NC(=O)OC(C)(C)C)[C@H](O)C)=O (tert-butoxycarbonyl)-L-threonine methyl ester